7-(2-fluoro-3-(3-fluoro-1-(1-(4-fluorophenyl)ethyl)-1H-pyrazol-4-yl)phenyl)-[1,2,4]triazolo[1,5-a]pyridin-2-amine FC1=C(C=CC=C1C=1C(=NN(C1)C(C)C1=CC=C(C=C1)F)F)C1=CC=2N(C=C1)N=C(N2)N